ClC(Cl)[SiH2]CCCCCCOC(C)(C)C Dichloromethyl(6-(tert-butoxy)hexyl)Silane